methyl-methoxy(2-methoxyethoxy)acetoxysilane C[SiH](OC(COCCOC)=O)OC